dimethyl-di(tert-butyl-peroxy)hexane CC(C(OOC(C)(C)C)(OOC(C)(C)C)C)CCCC